(6-imidazol-1-yl-2-oxo-1H-pyridin-3-yl)-5-methyl-3-phenyl-isoxazole-4-carboxamide N1(C=NC=C1)C1=CC=C(C(N1)=O)NC(=O)C=1C(=NOC1C)C1=CC=CC=C1